(R)-dimethyl((2-(2-methylimidazo[1,2-a]pyridin-3-yl)-6-(3-methylmorpholino)pyrimidin-4-yl)imino)-λ6-sulfanone hydrochloride Cl.CS(=O)(=NC1=NC(=NC(=C1)N1[C@@H](COCC1)C)C1=C(N=C2N1C=CC=C2)C)C